(S)-N-(1-(3-methoxyphenyl)hex-2-yl)picolinamide COC=1C=C(C=CC1)C[C@H](CCCC)NC(C1=NC=CC=C1)=O